C(C)(C)(C)OC(=O)N1[C@@H](C[C@@H](O)C1)C(=O)O N-t-butoxycarbonyl-hydroxyproline